CC1(OC=2C=C(C=C(C2C2[C@]1(CC=C(C2)C)C)O)O)C (6Ar)-6,6,6a,9-tetramethyl-10,10a-dihydro-7H-benzo[c]chromene-1,3-diol